[Br-].C[N+](CC(C(OCCCCCCCC\C=C/CCCCCCCC)CCCCCCCCCCCCCCCC)(OCCCCCCCC\C=C/CCCCCCCC)CCCCCCCCCCCCCCCC)(CCO)C dimethyl-2-hydroxyethyl-2,3-dicetyl-2,3-dioleyloxypropylammonium bromide